FC1(CCN(CC1)C1COC1)COC1=C(C=C(C=C1)S(=O)(=O)N)[N+](=O)[O-] 4-((4-fluoro-1-(oxetan-3-yl)piperidin-4-yl)methoxy)-3-nitrobenzenesulfonamide